N-(2-(3,8-diazabicyclo[3.2.1]octan-3-yl)-7-(thiazol-2-yl)benzo[d]oxazol-5-yl)-N-methylacetamide C12CN(CC(CC1)N2)C=2OC1=C(N2)C=C(C=C1C=1SC=CN1)N(C(C)=O)C